[Br-].C(C)(C)NC(=O)OC1=CC=C2C(C=C(OC2=C1OC(NC(C)C)=O)C1=CC=C(C=C1)CCCC[P+](C1=CC=CC=C1)(C1=CC=CC=C1)C1=CC=CC=C1)=O 4-[4-[7,8-Bis(isopropylcarbamoyloxy)-4-oxo-chromen-2-yl]phenyl]-butyltriphenylphosphonium bromide